4-(chloro(2-chloropyridin-3-yl)methyl)-1-(cyclopropylmethyl)-1H-pyrazole-3-carbonitrile ClC(C=1C(=NN(C1)CC1CC1)C#N)C=1C(=NC=CC1)Cl